5-Iodouridine triphosphate P(O)(=O)(OP(=O)(O)OP(=O)(O)O)OC[C@@H]1[C@H]([C@H]([C@@H](O1)N1C(=O)NC(=O)C(=C1)I)O)O